C(C=C)(=O)N1C[C@@H](N(C[C@H]1C)C1=NC(N2C3=C(C(=C(C=C13)Cl)C1=CC=C(C=C1)F)SC[C@@H]2COCCOC)=O)C (S)-7-((2S,5R)-4-acryloyl-2,5-dimethylpiperazin-1-yl)-9-chloro-10-(4-fluorophenyl)-3-((2-methoxyethoxy)methyl)-2H-[1,4]thiazino[2,3,4-ij]quinazolin-5(3H)-one